tert-butyl (6-(3-aminophenoxy)hexyl)carbamate NC=1C=C(OCCCCCCNC(OC(C)(C)C)=O)C=CC1